C(C)(C)(C)OC(=O)N1S(OC[C@H]1C)(=O)=O (R)-4-methyl-1,2,3-oxathiazolidine-3-carboxylic acid tert-butyl ester-2,2-dioxide